BrC=1C=C(OCC2=CC=C(C=N2)C#N)C=CC1F 6-[(3-bromo-4-fluoro-phenoxy)methyl]pyridine-3-carbonitrile